(3-methoxyphenyl)((1S,2aS,7bS)-2a-methyl-1-(pyridin-2-yl)-2,2a-dihydrobenzo[b]cyclobuta[d]thiophen-7b(1H)-yl)methanone COC=1C=C(C=CC1)C(=O)[C@]12C3=C(S[C@]1(C[C@@H]2C2=NC=CC=C2)C)C=CC=C3